2,3-dihydro-pyrazolo[1,5-a]imidazole-2-carboxamide N1C=2N(CC1C(=O)N)N=CC2